trifluoromethyl-triethoxysilane FC(F)(F)[Si](OCC)(OCC)OCC